FC(CN1N=NC2=C1C=C(C=C2)C=2C=CN1N=C(N=C(C12)OC)N[C@H]1C(CN(CC1)C(C)=O)(F)F)F (R)-1-(4-((5-(1-(2,2-Difluoroethyl)-1H-benzo[d][1,2,3]triazol-6-yl)-4-methoxypyrrolo[2,1-f][1,2,4]triazin-2-yl)amino)-3,3-difluoropiperidin-1-yl)ethan-1-one